O=C1NC(CCC1N1C(C2=CC=C(C=C2C1)CC(C(=O)N)CCCCCCC)=O)=O ((2-(2,6-dioxopiperidin-3-yl)-1-oxoisoindolin-5-yl)methyl)nonanamide